O1COC2C1C=1CCCC1CC2 3a,5,6,7,8,8b-hexahydro-4H-indeno[4,5-d][1,3]dioxole